NC1=NC=C(C2=C1C(=NN2C2CC2)C2=CC(=C(C=C2)NS(=O)(=O)C2=C(C=CC=C2)Cl)F)C2=CCC(CC2)NC2COC2 N-(4-(4-amino-1-cyclopropyl-7-(4-(oxetan-3-ylamino)cyclohex-1-en-1-yl)-1H-pyrazolo[4,3-c]pyridin-3-yl)-2-fluorophenyl)-2-chlorobenzenesulfonamide